3,4-dimethoxystyryl-3-methyl-benzothiazole p-toluenesulfonate CC1=CC=C(C=C1)S(=O)(=O)O.COC=1C=C(C=CC2SC3=C(N2C)C=CC=C3)C=CC1OC